COC1=NC(=NN2C1=C(C=C2)C=2C=CC1=C(N(N=N1)CC(F)(F)F)C2)NC2CCC(CC2)(O)C (1s,4s)-4-((4-methoxy-5-(1-(2,2,2-trifluoroethyl)-1H-benzo[d][1,2,3]triazol-6-yl)pyrrolo[2,1-f][1,2,4]triazin-2-yl)amino)-1-methylcyclohexan-1-ol